rac-3',4'-dimethoxyspiro[bicyclo[2.2.1]heptane-2,1'-cyclopentan]-3-one O-methyl oxime CON=C1C2CCC(C2)C12CC(C(C2)OC)OC